4-(3-hydroxybutyl)phenol OC(CCC1=CC=C(C=C1)O)C